2-[6-amino-5-(trifluoromethoxy)pyridin-3-yl]-N-[1-(pyridin-4-yl)cyclobutyl]-6,7-dihydrospiro[pyrazolo[5,1-c][1,4]oxazine-4,3'-pyrrolidine]-1'-carboxamide NC1=C(C=C(C=N1)C1=NN2C(=C1)C1(CN(CC1)C(=O)NC1(CCC1)C1=CC=NC=C1)OCC2)OC(F)(F)F